(3S,4S)-7-methoxy-2-(4-methylbenzyl)-N-(3-(4-methylpiperazin-1-yl)phenyl)-1-oxo-3-(4-(trifluoromethyl)phenyl)-1,2,3,4-tetrahydroisoquinoline-4-carboxamide COC1=CC=C2[C@@H]([C@H](N(C(C2=C1)=O)CC1=CC=C(C=C1)C)C1=CC=C(C=C1)C(F)(F)F)C(=O)NC1=CC(=CC=C1)N1CCN(CC1)C